C(=O)(O)C=1C(=[N+](C(=CC1)C(=O)O)[O-])Cl 3,6-Dicarboxy-2-chloropyridine 1-oxide